BrC1=CC=C(C(=C1)C1=CC=C(C=C1)C(F)F)C(=O)NC1=CC(=CC=C1)N1CCC(CC1)(F)F 5-Bromo-4'-(difluoromethyl)-N-(3-(4,4-difluoropiperidin-1-yl)phenyl)-[1,1'-biphenyl]-2-carboxamide